The molecule is an amino trisaccharide that is beta-D-GlcpNAc-(1->6)-alpha-D-Manp in which the acetamidoglucopyranosyl moiety has been glycosylated at position 3 by an alpha-L-fucopyranosyl group. It is an amino trisaccharide and a member of acetamides. It derives from a beta-D-GlcpNAc-(1->6)-alpha-D-Manp and an alpha-L-Fucp-(1->3)-beta-D-GlcpNAc. C[C@H]1[C@H]([C@H]([C@@H]([C@@H](O1)O[C@@H]2[C@H]([C@@H](O[C@@H]([C@H]2O)CO)OC[C@@H]3[C@H]([C@@H]([C@@H]([C@H](O3)O)O)O)O)NC(=O)C)O)O)O